C(CC=1NC=CC=CC1)C=1NC=CC=CC1 ethane-1,2-diylbis(azepine)